ClC1=CC(=C2C=CC=NC2=C1)C1(CC1)NC(C1=C(C=CC(=C1)OC[C@H]1N(CC1)C)C)=O (S)-N-(1-(7-Chloroquinolin-5-yl)cyclopropyl)-2-methyl-5-((1-methylazetidin-2-yl)methoxy)benzamide